Naphthalen-7(8H)-one C1=CC=CC=2C=CC(CC12)=O